ClC1=C(C=C2C=C(N=CC2=C1)NC(=O)[C@H]1[C@@H](C1)C(F)F)N1CCN(CC1)[C@@]1(COC[C@@H]1F)C (1R,2R)-N-[7-chloro-6-[4-((3R,4R)-4-fluoro-3-methyl-tetrahydrofuran-3-yl)piperazin-1-yl]-3-isoquinolyl]-2-(difluoromethyl)cyclopropanecarboxamide